CNCCNC(C(F)(F)F)=O N-methyl-N'-trifluoroacetyl-ethylenediamine